(4-((2-(1H-pyrazol-4-yl)ethyl)amino)-5,6-dimethylpyrimidin-2-yl)(3-(3-fluorophenyl)-3-hydroxyazetidin-1-yl)methanone N1N=CC(=C1)CCNC1=NC(=NC(=C1C)C)C(=O)N1CC(C1)(O)C1=CC(=CC=C1)F